5-(5-(3,5-dichlorophenyl)-5-(trifluoromethyl)-4,5-dihydroisoxazol-3-yl)-N-(2-(methylthio)ethyl)-5,6-dihydro-4H-thieno[2,3-c]pyrrole-2-carboxamide ClC=1C=C(C=C(C1)Cl)C1(CC(=NO1)N1CC2=C(C1)C=C(S2)C(=O)NCCSC)C(F)(F)F